ClC1=C(C=2C=C3N(CCN(C3)C(C(COCC3NCC3)O)=O)C2N=C1)C 2-((3-(3-chloro-4-methyl-8,9-dihydropyrido[3',2':4,5]pyrrolo[1,2-a]pyrazin-7(6H)-yl)-2-hydroxy-3-oxopropoxy)methyl)azetidin